4-[2-(2,6-dioxopiperidin-3-yl)-1,3-dioxo-2,3-dihydro-1H-isoindol-5-yl]cyclohexane-1-carboxylic acid O=C1NC(CCC1N1C(C2=CC=C(C=C2C1=O)C1CCC(CC1)C(=O)O)=O)=O